C(CCCCC(=O)O)(=O)O.C1(CC1)C1=CNC=2N=C(N=C(C21)N[C@@H]2CC[C@@H](N(C2)C(C=C)=O)C)NC=2C=NN(C2)C ((2S,5R)-5-((5-cyclopropyl-2-((1-methyl-1H-pyrazol-4-yl)amino)-7H-pyrrolo[2,3-d]pyrimidine-4-yl)amino)-2-methylpiperidin-1-yl)prop-2-en-1-one adipate